(1R,3S,5R)-tert-Butyl 3-((6-bromo-4-fluoropyridin-2-yl)carbamoyl)-5-(((R)-2-methylhex-5-enamido)methyl)-2-azabicyclo[3.1.0]hexane-2-carboxylate BrC1=CC(=CC(=N1)NC(=O)[C@H]1N([C@@H]2C[C@@]2(C1)CNC([C@@H](CCC=C)C)=O)C(=O)OC(C)(C)C)F